C(C)(C)(C)N(C(O)=O)C1=CC(=C(C=C1)Cl)CSC.CC=1C=CC(=NC1)C1=CC=C(C=C1)B1OC(C(O1)(C)C)(C)C 5-methyl-2-(4-(4,4,5,5-tetramethyl-1,3,2-dioxaborolan-2-yl)phenyl)pyridine tert-butyl-(4-chloro-3-((methylthio)methyl)phenyl)carbamate